O=C1NC(CCC1N1C(C2=CC=C(C=C2C1=O)OCCCCCN1CCN(CC1)C(=O)OC(C)(C)C)=O)=O tert-butyl 4-(5-((2-(2,6-dioxopiperidin-3-yl)-1,3-dioxoisoindolin-5-yl)oxy)pentyl)piperazine-1-carboxylate